(S)-(3-Fluorophenyl)((2R,5S)-5-(((S)-1-(methylsulfonyl)piperidin-3-yl)methyl)pyrrolidin-2-yl)methanol hydrochloride Cl.FC=1C=C(C=CC1)[C@H](O)[C@@H]1N[C@@H](CC1)C[C@H]1CN(CCC1)S(=O)(=O)C